FC(C=1C=CC(=NC1)CN1C=NC(=C1)C(=O)OCC)(F)F ethyl 1-((5-(trifluoromethyl) pyridin-2-yl) methyl)-1H-imidazole-4-carboxylate